COC1=C(C(=O)O)C=C(C(=C1)OC)NS(=O)(=O)CC1=CC=CC=C1 2,4-dimethoxy-5-((phenylmethyl)sulfonamido)benzoic acid